N-(3-(4-acetylpiperazin-1-yl)phenyl)-3-(tert-butyl)-5-(isoindolin-2-yl)-7-(1H-pyrazol-4-yl)pyrazolo[1,5-a]pyrimidine-2-carboxamide C(C)(=O)N1CCN(CC1)C=1C=C(C=CC1)NC(=O)C1=NN2C(N=C(C=C2C=2C=NNC2)N2CC3=CC=CC=C3C2)=C1C(C)(C)C